NC1=CC=C(C=CCCCC2=NC(=NC(=N2)CCCC=CC2=CC=C(C=C2)N)CCCC=CC2=CC=C(C=C2)N)C=C1 tris(4-aminobenzylidene-n-butyl)-s-triazine